CC(CC[C@@H](C(N[C@@H](C[C@H]1C(NCC1)=O)C(COC1=C(C(=CC(=C1F)F)F)F)=O)=O)NC(C(=O)NC1=CC=CC=C1)=O)C N1-((S)-5-methyl-1-oxo-1-(((S)-3-oxo-1-((S)-2-oxopyrrolidin-3-yl)-4-(2,3,5,6-tetrafluorophenoxy)butan-2-yl)amino)hexan-2-yl)-N2-phenyloxalamide